diphenyl-(3-bromopropane) phosphorus [P].C1(=CC=CC=C1)C(CCBr)C1=CC=CC=C1